(5-(4-((4-(1H-pyrazol-4-yl)phenyl)amino)-5H-pyrrolo[3,2-d]pyrimidin-2-yl)isoindolin-2-yl)(3,3-difluorocyclobutyl)methanone N1N=CC(=C1)C1=CC=C(C=C1)NC=1C2=C(N=C(N1)C=1C=C3CN(CC3=CC1)C(=O)C1CC(C1)(F)F)C=CN2